4-{[(6-fluoro-2-methylpyrimidin-4-yl)oxy[methyl]piperidin-1-yl]ethyl}-6-fluorobenzamide FC1=CC(=NC(=N1)C)OC1(N(CCCC1)CCC1=CC=C(C(=O)N)C(=C1)F)C